tetradecyl-triphenyl-phosphine iodide [I-].C(CCCCCCCCCCCCC)C1=C(C=CC=C1)P(C1=CC=CC=C1)C1=CC=CC=C1